3-(difluoromethoxy)propanamide FC(OCCC(=O)N)F